COC(=O)C=1C=C(C2=C(CCO2)C1O)Br 7-bromo-4-hydroxy-2,3-dihydro-1-benzofuran-5-carboxylic acid methyl ester